COS[SiH3] methoxymercaptosilane